C(C)(C)(C)OC(=O)[C@@H]1CCCC=2N1C(N(N2)CC2=CC=C(C=C2)OC)=O tert-Butyl-(5S)-2-(4-methoxybenzyl)-3-oxo-2,3,5,6,7,8-hexahydro[1,2,4]triazolo[4,3-a]pyridine-5-carboxylate